5-(3-[(4-carboxybutanoyl)oxy]-2-isopropyl-5-[(E)-2-phenylethenyl]phenoxy)-5-oxopentanoic acid C(=O)(O)CCCC(=O)OC=1C(=C(OC(CCCC(=O)O)=O)C=C(C1)\C=C\C1=CC=CC=C1)C(C)C